NC1=C(C2=C(S1)C(C(CC2)(C2=CC=CC=C2)C=2N=NN(C2)CC2=CC=CC=C2)=O)C(=O)O 2-Amino-6-(1-benzyl-1H-1,2,3-triazol-4-yl)-7-oxo-6-phenyl-4,5,6,7-tetrahydrobenzo[b]thiophene-3-carboxylic acid